CN1CC(C1)(C)[C@@](O)(C=1C=NC=C(C1)C1=NC(=NO1)C1CCN(CC1)S(=O)(=O)CCOC)C1=CC=C(C=C1)C(C)C (R)-(1,3-Dimethyl-azetidin-3-yl)-(4-isopropyl-phenyl)-(5-{3-[1-(2-methoxy-ethanesulfonyl)-piperidin-4-yl]-[1,2,4]oxadiazol-5-yl}-pyridin-3-yl)-methanol